ClC=1C=NC=C(C1C(C)OC=1C=C2C(=NNC2=CC1)C(=O)NC=1C=NN(C1)C(C)C)Cl 5-(1-(3,5-dichloropyridin-4-yl)ethoxy)-N-(1-isopropyl-1H-pyrazol-4-yl)-1H-indazole-3-carboxamide